CC1=C(C=C(C=C1)C=1C=NC(=CC1)CCN1CCN(CC1)C)N(C(=S)NC(C1=CC=CC=C1)=O)CCC N-((2-Methyl-5-(6-(2-(4-methylpiperazin-1-yl)ethyl)pyridin-3-yl)phenyl)(propyl)carbamothioyl)benzamide